FC1(CN(CC[C@H]1NC1=NN2C(C(=N1)OC)=C(C=C2)C=2C=C(C1=C(N(N=N1)CC(F)F)C2)F)C2(COC2)C)F (R)-N-(3,3-difluoro-1-(3-methyloxetan-3-yl)piperidin-4-yl)-5-(1-(2,2-difluoroethyl)-4-fluoro-1H-benzo[d][1,2,3]triazol-6-yl)-4-methoxypyrrolo[2,1-f][1,2,4]triazin-2-amine